COC1=C(C#N)C=CC=C1C1CCN2N1C=1C=C(C=CC1C2=O)C=2C=NC(=NC2)N2CCOCC2 2-methoxy-3-(6-(2-morpholinylpyrimidin-5-yl)-9-oxo-1,2,3,9-tetrahydropyrazolo[1,2-a]indazol-3-yl)benzonitrile